ClC=1C(=NC(=NC1)NC1CCOCC1)C1=CC=C2CN(C(C2=C1)=O)CC(=O)N1CC(C1)(C)CO 6-{5-chloro-2-[(oxan-4-yl)amino]pyrimidin-4-yl}-2-{2-[3-(hydroxymethyl)-3-methylazetidin-1-yl]-2-oxoethyl}-2,3-dihydro-1H-isoindol-1-one